CSCC1CN(C(O1)=O)N=CC1=CC=C(O1)[N+](=O)[O-] 5-[(methylthio)methyl]-3-[(5-nitrofurfurylidene)amino]-2-oxazolidinone